FC1(CC1)C1=CC=C(C=C1)CC(=O)O (4-(1-fluorocyclopropyl)phenyl)acetic acid